C(CCC)C1CS(C2=C(N(C1)C1=CC=C(C=C1)F)C=C(C(=C2)OC(C(=O)[O-])=C)SCC)(=O)=O (3-butyl-7-(ethylthio)-5-(4-fluorophenyl)-1,1-dioxido-2,3,4,5-tetrahydro-1,5-benzothiazepin-8-yloxy)acrylate